1-[1-(2-azaspiro[3.3]heptan-6-yl)-1,2,4-triazol-3-yl]cyclopropyl alcohol C1NCC12CC(C2)N2N=C(N=C2)C2(CC2)O